Cis-2-(tetrahydro-2H-pyran-4-yl)chromane O1CCC(CC1)C1OC2=CC=CC=C2CC1